3-diethylamino-6-methyl-7-octylaminofluoran C(C)N(C(CC)CCC(C(C)NF)C)CC